[Ni](Cl)Cl.C1(=CC=CC=C1)P(CCP(C1=CC=CC=C1)C1=CC=CC=C1)C1=CC=CC=C1 [1,2-Bis(diphenylphosphino)ethane] nickel (II) dichloride